ClC=1C=NC(=NC1)N1CCC(CC1)CCCOC1=CC(=C(C=C1)CC(=O)N1CCC2(CN(C2)C(CCCCS(=O)(=O)O)=O)CC1)F 5-(7-(2-(4-(3-(1-(5-chloropyrimidin-2-yl)piperidin-4-yl)propoxy)-2-fluorophenyl)acetyl)-2,7-diazaspiro[3.5]nonan-2-yl)-5-oxopentane-1-sulfonic acid